C1(=CC=CC=C1)C1=CC=C(O1)C(=O)C=1C=NC=NC1 5-(5-phenyl-2-furoyl)pyrimidin